tert-butyl 3-(5-((3-bromo-6-(4-chloro-2-fluorobenzamido)pyridin-2-yl)amino)pentyl)piperidine-1-carboxylate BrC=1C(=NC(=CC1)NC(C1=C(C=C(C=C1)Cl)F)=O)NCCCCCC1CN(CCC1)C(=O)OC(C)(C)C